2-chloro-1-(1,2,3,4-tetrahydroisoquinolin-2-yl)ethan-1-one ClCC(=O)N1CC2=CC=CC=C2CC1